(R) or (S)-3-fluoro-N'-((1,2,3,5,6,7-hexahydro-s-indacen-4-yl)carbamoyl)-5-isopropylpyridine-2-sulfonimidamide FC=1C(=NC=C(C1)C(C)C)[S@@](=O)(N)=NC(NC1=C2CCCC2=CC=2CCCC12)=O |o1:10|